3-[6-(6-methylsulfonyl-3,6-diazabicyclo[3.1.1]hept-3-yl)-3-pyridinyl]-1H-indazole CS(=O)(=O)N1C2CN(CC1C2)C2=CC=C(C=N2)C2=NNC1=CC=CC=C21